penta(ethoxy)phosphorane C(C)OP(OCC)(OCC)(OCC)OCC